2-ethyldithiol C(C)S1SC=CC1